N[C@@H]1C[C@H](C1)CN1CC2C(C1)CC(C2)C2=CN(C1=CN=CC=C12)C1=C(C(=O)N(C)C(C)C)C=C(C=C1)F 2-(3-(2-((trans-3-aminocyclobutyl)methyl)octahydrocyclopenta[c]pyrrol-5-yl)-1H-pyrrolo[2,3-c]pyridin-1-yl)-5-fluoro-N-isopropyl-N-methylbenzamide